FC(OC1=CC(=NC=C1)N1C(N(C2=C1C=CC(=C2)C(=O)NC2(CS(C2)(=O)=O)C)C(C)C)=O)F 1-[4-(difluoromethoxy)-2-pyridinyl]-3-isopropyl-N-(3-methyl-1,1-dioxo-thietan-3-yl)-2-oxo-benzimidazole-5-carboxamide